Dimethylsilylene-bis(2-isopropyl-indenyl)zirconium dichloride [Cl-].[Cl-].C[Si](=[Zr+2](C1C(=CC2=CC=CC=C12)C(C)C)C1C(=CC2=CC=CC=C12)C(C)C)C